(S)-1-(4-benzyl-2-thioxooxazolidin-3-yl)pent-4-en-1-one C(C1=CC=CC=C1)[C@@H]1N(C(OC1)=S)C(CCC=C)=O